((2S)-1-(((2S)-4-(ethylamino)-3-hydroxy-4-oxo-1-((S)-2-oxopyrrolidin-3-yl)butan-2-yl)amino)-1-oxohexane-2-yl)carbamic acid 2,2-difluoro-2-(3-fluorophenyl)-1-phenylethyl ester FC(C(C1=CC=CC=C1)OC(N[C@H](C(=O)N[C@@H](C[C@H]1C(NCC1)=O)C(C(=O)NCC)O)CCCC)=O)(C1=CC(=CC=C1)F)F